1-[2-({[1-(4-chlorophenyl)-1H-pyrazol-3-yl]Oxy}methyl)-3-methylphenyl]-4-methyl-1,4-dihydro-5H-tetrazol-5-one ClC1=CC=C(C=C1)N1N=C(C=C1)OCC1=C(C=CC=C1C)N1N=NN(C1=O)C